FC(CN1N=CC=2C1=NC(=CN2)N2C[C@H]1C([C@H]1C2)COC=2C=NC(=CC2)C(F)(F)F)F (1R,5S,6S)-3-[1-(2,2-difluoroethyl)-1H-pyrazolo[3,4-b]pyrazin-6-yl]-6-({[6-(trifluoromethyl)pyridin-3-yl]oxy}methyl)-3-azabicyclo[3.1.0]hexane